FC(C1=CC=CC(=N1)C1=NC=C(C=C1C=1C=CC=2N(C1)C(=CN2)C(=O)N)F)F 6-(6'-(Difluoromethyl)-5-fluoro-[2,2'-bipyridin]-3-yl)imidazo[1,2-a]pyridin-3-carboxamid